O1C(CC1)CC1=NC=CC(=C1N)N (oxetan-2-ylmethyl)pyridine-3,4-diamine